2-(2-(4-chlorophenyl)-2-oxoethyl)-2-hydroxy-malonic acid diethyl ester C(C)OC(C(C(=O)OCC)(O)CC(=O)C1=CC=C(C=C1)Cl)=O